methyl 3-(4-(tert-butyl)phenyl)quinoxaline-6-carboxylate C(C)(C)(C)C1=CC=C(C=C1)C=1C=NC2=CC=C(C=C2N1)C(=O)OC